4-methyl-1-nitrosopiperidine-2-carboxylic acid CC1CC(N(CC1)N=O)C(=O)O